(8S)-N-[(1R,5S)-3-(6-methylpyrimidin-4-yl)-3-azabicyclo[3.2.1]oct-8-yl]-8-(2,3,4-trifluorophenyl)-6,8-dihydro-5H-[1,2,4]triazolo[5,1-c][1,4]oxazin-2-amine CC1=CC(=NC=N1)N1C[C@H]2CC[C@@H](C1)C2NC2=NN1C([C@@H](OCC1)C1=C(C(=C(C=C1)F)F)F)=N2